2,4,6-tri-tert-butyl-aniline C(C)(C)(C)C1=C(N)C(=CC(=C1)C(C)(C)C)C(C)(C)C